1-Benzhydryl-3-ethylazetidin-3-ol C(C1=CC=CC=C1)(C1=CC=CC=C1)N1CC(C1)(O)CC